pyrido[3,4-b][1,6]naphthyridine C1=C2C=C3C(=NC2=CC=N1)C=NC=C3